(S)-N-(2,4-Dimethoxybenzyl)-4-(3-(dimethylamino)-3-(3-(trifluoromethyl)-phenethyl)piperidin-1-yl)-2,5-difluoro-N-(pyrimidin-4-yl)benzenesulfonamide COC1=C(CN(S(=O)(=O)C2=C(C=C(C(=C2)F)N2C[C@@](CCC2)(CCC2=CC(=CC=C2)C(F)(F)F)N(C)C)F)C2=NC=NC=C2)C=CC(=C1)OC